4,5,6,7-tetrahydropyrazolo[3,4-c]pyridin N1N=CC2=C1CNCC2